C(C)(C)(C)OC(=O)N[C@H](C(=O)OC)CNC(CCCCCl)=O methyl (S)-2-((tert-butoxycarbonyl)amino)-3-(5-chloropentanamido)propanoate